C(C)OP1(OC=C(CC1)[Se]C1=CC=CC=C1)=O 2-Ethoxy-5-(phenylselanyl)-3,4-dihydro-1,2-oxaphosphinine 2-oxide